BrC=1C=C(COC2=CC=C(C=O)C=C2)C=CC1 4-((3-bromobenzyl)oxy)benzaldehyde